1,2-bis(4-formyl-phenyl)acetylene C(=O)C1=CC=C(C=C1)C#CC1=CC=C(C=C1)C=O